COC(=O)C=1C=NN2C1N=C(C=C2)C2=CC=CC=C2.FC(CNC=2N=CC=C1C=C(N=CC21)NC(=O)C2CC2)F N-(8-((2,2-difluoroethyl)amino)-2,7-naphthyridin-3-yl)cyclopropanecarboxamide Methyl-5-phenylpyrazolo[1,5-a]pyrimidine-3-carboxylate